(S)-5-aminomethyl-1-(5,7-difluoro-1,2,3,4-tetrahydronaphthalen-2-yl)-1,3-dihydroimidazole-2-thione hydrochloride monohydrate O.Cl.NCC1=CNC(N1[C@@H]1CC2=CC(=CC(=C2CC1)F)F)=S